BrC1=CC(=C(OCC(=O)OCC)C=C1F)C1=NOCC1OCCCC ethyl 2-[4-bromo-5-fluoro-2-(4-butoxy-4,5-dihydroisoxazol-3-yl)phenoxy]acetate